Cl.FC(C(=O)N1CCN(CC1)CC1=C(C=CC=C1)OC)(C1CCN(CC1)CCC1=CC=CC=C1)F 2,2-difluoro-1-(4-(2-methoxybenzyl)piperazin-1-yl)-2-(1-phenethylpiperidin-4-yl)ethan-1-one hydrochloride